C(C(O)C)(=O)[O-].C(CCC)N1C=[N+](C=C1)CCCC 1,3-dibutylimidazolium lactate